FC(C1(OCCCC1)C(=O)O)(F)F 2-(trifluoromethyl)tetrahydro-2H-pyran-2-carboxylic acid